Meta-Xylene C1(=CC(=CC=C1)C)C